3-(AZETIDINE-1-CARBONYL)PHENYLBORONIC ACID N1(CCC1)C(=O)C=1C=C(C=CC1)B(O)O